NC1=NC=CC(=N1)C=1C2=C(C(=NC1)NCC=1C=C(C(=O)NC3CC4(C3)CCN(CC4)CCOC)C=CC1)CCO2 3-(((7-(2-aminopyrimidin-4-yl)-2,3-dihydrofuro[3,2-c]pyridin-4-yl)amino)methyl)-N-(7-(2-methoxyethyl)-7-azaspiro[3.5]nonan-2-yl)benzamide